propyl (2,3-dihydroxypropyl) phosphate P(=O)(OCCC)(OCC(CO)O)[O-]